[Na+].[Na+].[Na+].O=C1C(C(=NN1C1=CC=C(C=C1)S(=O)(=O)[O-])C(=O)[O-])N=NC1=CC=C(C=C1)S(=O)(=O)[O-] 5-oxo-1-(p-sulfophenyl)-4-[(p-sulfophenyl)azo]-2-pyrazoline-3-carboxylic acid, trisodium salt